tert-Butyl (3-cyano-7-fluoro-4-(5-fluoro-3-((R)-3-(4-(2-hydroxyethyl)piperazin-1-yl)pyrrolidin-1-yl)-7,9-dihydrofuro[3,4-f]quinazolin-6-yl)thieno[3,2-c]pyridin-2-yl)carbamate C(#N)C1=C(SC2=C1C(=NC=C2F)C=2C1=C(C=3C=NC(=NC3C2F)N2C[C@@H](CC2)N2CCN(CC2)CCO)COC1)NC(OC(C)(C)C)=O